potassium naphthoate C1(=CC=CC2=CC=CC=C12)C(=O)[O-].[K+]